2-acetyl-5-(hydroxymethyl)-9,13-dimethyltetradeca-4,8,12-trienoic acid methyl ester COC(C(CC=C(CCC=C(CCC=C(C)C)C)CO)C(C)=O)=O